2,3,3,7,7,8-hexamethyl-2,3,7,8-tetrahydro-1H-pyrano[3,2-f:5,6-f']diindol-9-ium CC1NC2=CC3=C(C=C2C1(C)C)C=C1C=C2C(C([NH+]=C2C=C1O3)C)(C)C